N-(dimethylaminomethylene)acrylamide CN(C)C=NC(C=C)=O